α,β,β-trideutero-N,N-di(trideuteromethyl)tryptamine [2H]C(N(C([2H])([2H])[2H])C([2H])([2H])[2H])C(C1=CNC2=CC=CC=C12)([2H])[2H]